ClC=1C(=C2C=NNC2=CC1F)OC1=NC=CC2=C1N=C(N=C2N2CCN(CC2)C(C=C)=O)OC[C@H]2COCC2 1-(4-{8-[(5-chloro-6-fluoro-1H-indazol-4-yl)oxy]-2-[(3R)-tetrahydrofuran-3-ylmethoxy]pyrido[3,4-d]pyrimidin-4-yl}piperazin-1-yl)prop-2-en-1-one